NC=1C(=NC=C(N1)N1CCC2([C@@H](COC2)N)CC1)SC=1C(=C(C=CC1)NC(C(=O)N(C)C)=O)Cl (S)-N1-(3-((3-amino-5-(4-amino-2-oxa-8-azaspiro[4.5]decan-8-yl)pyrazin-2-yl)thio)-2-chlorophenyl)-N2,N2-dimethyloxalamide